sulfonylpiperidin S(=O)(=O)=C1NCCCC1